CN(C(OCC1=CC=CC=C1)=O)CCNC benzyl methyl(2-(methylamino)ethyl)carbamate